2,5-dioxopyrrolidin-1-yl 1-(9H-fluoren-9-yl)-3-oxo-2,7,10-trioxa-4-azatridecan-13-oate C1=CC=CC=2C3=CC=CC=C3C(C12)COC(NCCOCCOCCC(=O)ON1C(CCC1=O)=O)=O